C1(=CC(=CC=C1)OC1=CC=C(N)C=C1)OC1=CC=C(N)C=C1 4,4'-[1,3-phenylenedi(oxy)]bis-aniline